trans-2-(4-chlorophenoxy)-N-((4-(5-(4-chlorophenyl)-1,3,4-oxadiazol-2-yl)cyclohexyl)methyl)acetamide ClC1=CC=C(OCC(=O)NC[C@@H]2CC[C@H](CC2)C=2OC(=NN2)C2=CC=C(C=C2)Cl)C=C1